Ethylpentan C(C)CCCCC